C(C)(C)(C)OC(=O)N[C@H](C(=O)OC)CC1=C(C=CC(=C1)Cl)OC1=NC=CC=N1 methyl (2S)-2-[(tert-butoxycarbonyl)amino]-3-[5-chloro-2-(pyrimidin-2-yloxy)phenyl]propanoate